Cl.CN1CC1 N-methyl-aziridine HCl